C(C)OC1=NC=CC=C1C1=NC(=C(C=C1)N1[C@@H](CN(CC1)C(=O)O[C@H](C(F)(F)F)C(C)(C)C)CC)C(N[C@H]1CNCC1)=O |o1:24| (2S*)-1,1,1-trifluoro-3,3-dimethylbutan-2-yl (3R)-4-(2'-ethoxy-6-{[(3R)-pyrrolidin-3-yl]carbamoyl}-[2,3'-bipyridin]-5-yl)-3-ethylpiperazine-1-carboxylate